tert-butyl-{[2-(3-methoxy-phenoxy)-5-fluorophenylcarbamoyl]-methyl}-carbamic acid C(C)(C)(C)N(C(O)=O)CC(NC1=C(C=CC(=C1)F)OC1=CC(=CC=C1)OC)=O